S(C#N)CSC=1SC2=C(N1)C=CC=C2 2-(thiocyanomethyl-thio)benzothiazole